3-((4,4-dihydroxy-5-((3,4,5-trihydroxybenzoyl)oxy)benzoyl)oxy)-4,5-dihydroxybenzoic acid OC1(CC=C(C(=O)OC=2C=C(C(=O)O)C=C(C2O)O)C=C1OC(C1=CC(=C(C(=C1)O)O)O)=O)O